BrC=1N=C(N(C1C1(COC1)NS(=O)C(C)(C)C)C)C N-(3-(4-bromo-1,2-dimethyl-1H-imidazol-5-yl)oxetan-3-yl)-2-methylpropane-2-sulfinamide